C(C)(C)(C)OC(=O)N[C@H](C)C1=CC=C2C=C(NC2=C1)C1=NC2=C(N1C1CC1)C(=CC(=C2)C(=O)OC)F methyl (R)-2-(6-(1-((tert-butoxycarbonyl)amino)ethyl)-1H-indol-2-yl)-1-cyclopropyl-7-fluoro-1H-benzo[d]imidazole-5-carboxylate